7-chloro-8-(4-methylpiperazin-1-yl)quinolin-5-amine ClC=1C=C(C=2C=CC=NC2C1N1CCN(CC1)C)N